C1(CCC1)OC1=CC(=NC=C1C1=CC=C(C=C1)N1C(CCC1)=O)NC1=CC2=C(OC[C@H]3N2C(CC3)=O)N=C1 (S)-2-((4-cyclobutoxy-5-(4-(2-oxopyrrolidin-1-yl)phenyl)pyridin-2-yl)amino)-6,6a,7,8-tetrahydro-9H-pyrido[2,3-b]pyrrolo[1,2-d][1,4]oxazin-9-one